COC=1C=CC=2C(=C3C=4C(CCN(C4C2)C)=CC=C3)C1OC 10,11-dimethoxy-6-methyl-5,6-dihydro-4H-dibenzo[de,g]quinoline